(4,6-dimethylpyrimidin-2-yl)-4-((4-(4-fluorophenyl)thiazol-2-yl)amino)benzamide CC1=NC(=NC(=C1)C)C1=C(C(=O)N)C=CC(=C1)NC=1SC=C(N1)C1=CC=C(C=C1)F